C(C)OC(=O)C1C(C(C(CC1)C)Br)=O 3-Bromo-4-methyl-2-oxocyclohexane-1-carboxylic acid ethyl ester